3-(dicyanomethylene)indene tert-butyl-(2R,4S)-4-((tert-butyldimethylsilyl)oxy)-2-formylpyrrolidine-1-carboxylate C(C)(C)(C)OC(=O)N1[C@H](C[C@@H](C1)O[Si](C)(C)C(C)(C)C)C=O.C(#N)C(=C1C=CC2=CC=CC=C12)C#N